2,4-difluoro-3-hydroxybutyryl-CoA FC(C(=O)SCCNC(CCNC([C@@H](C(COP(OP(OC[C@@H]1[C@H]([C@H]([C@@H](O1)N1C=NC=2C(N)=NC=NC12)O)OP(=O)(O)O)(=O)O)(=O)O)(C)C)O)=O)=O)C(CF)O